C(C)(C)(C)OC(=O)N1C[C@H](CC1)OC1=NC=C(C2=CC(=NC=C12)Cl)C(C)(C)N=[N+]=[N-] (S)-3-((4-(2-azidopropan-2-yl)-6-chloro-2,7-naphthyridin-1-yl)oxy)pyrrolidine-1-carboxylic acid tert-butyl ester